C(C)(C)(C)NC(C(F)(F)F)C1=CC=C(C=C1)NC([C@H](CC1=CC=CC=C1)NC(OC(C)(C)C)=O)=O tert-butyl (2S)-1-(4-(1-(tert-butylamino)-2,2,2-trifluoroethyl) phenylamino)-1-oxo-3-phenylprop-2-ylcarbamate